C(C)(C)(C)OC(=O)NCCC(=O)O 3-(t-butoxyformylamino)propionic acid